1-(4-Methoxyphenylthio)-2-propyne COC1=CC=C(C=C1)SCC#C